ClC1=C(C=CC(=C1)OCCN1CCNCC1)C1=NC=2C(=NC=CC2OC2(CCC2)C)N1CC1=NC=CC=C1 2-(2-chloro-4-(2-(piperazin-1-yl)ethoxy)phenyl)-7-(1-methyl-cyclobutoxy)-3-(pyridin-2-ylmethyl)-3H-imidazo[4,5-b]pyridine